calcium dodecylbenzenesulfonate salt C(CCCCCCCCCCC)OS(=O)(=O)C1=CC=CC=C1.[Ca]